Tert-butyl 6-(2-((2-(2,6-dioxopiperidin-3-yl)-1,3-dioxoisoindolin-4-yl) oxy) acetamido)hexanoate O=C1NC(CCC1N1C(C2=CC=CC(=C2C1=O)OCC(=O)NCCCCCC(=O)OC(C)(C)C)=O)=O